FC1=C(C(=CC(=C1)C=1C(=NNC1C)C1=CC=NC=C1)F)N1[C@H]2CC(C[C@@H]1CC2)CO [(1R,5S)-8-[2,6-difluoro-4-[5-methyl-3-(4-pyridyl)-1H-pyrazol-4-yl]phenyl]-8-azabicyclo[3.2.1]octan-3-yl]methanol